N1C(=O)NC=2NC(=O)NC2C1=O.N1C(=O)NC=2NC(=O)NC2C1=O uric acid, uric acid salt